COC=1C=C2C=CC(=CC2=CC1)\C(\C)=N\NC(=O)C1=CC2=C(OCO2)C=C1 (E)-N'-(1-(6-methoxynaphthalen-2-yl)ethylidene)benzo[d][1,3]dioxole-5-carbohydrazide